Cl.N[C@H](CNC(=O)C=1NC2=CC(=CC=C2C1)C1=CC(=CC=C1)F)CCCN (S)-N-(2,5-Diaminopentyl)-6-(3-fluorophenyl)-1H-indole-2-carboxamide hydrochloride